C(C)N(C(C1=C(C=CC=C1)C(F)(F)F)=O)CC N,N-diethyl-2-(trifluoromethyl)benzamide